cyclohexylideneanilineFeruloyl-Putrescine C1(CCCCC1)=C(NC(\C=C\C1=CC(OC)=C(O)C=C1NC1=CC=CC=C1)=O)CCCN